trans-2,5-dimethyl-2-tridecenoic acid CC(C(=O)O)=CCC(CCCCCCCC)C